4-((S)-2-Amino-3-hydroxy-2-methylpropanoyl)-N-(1-(4-(2-(4-aminoazepan-1-yl)ethyl)phenyl)-2-oxo-1,2-dihydropyrimidin-4-yl)piperazine-1-carboxamide hydrochloride salt Cl.N[C@](C(=O)N1CCN(CC1)C(=O)NC1=NC(N(C=C1)C1=CC=C(C=C1)CCN1CCC(CCC1)N)=O)(CO)C